3-((2S,6R)-2,6-dimethylmorpholino)-2-nitrobenzenamine C[C@@H]1O[C@@H](CN(C1)C=1C(=C(C=CC1)N)[N+](=O)[O-])C